4-[4-(2,6-dibenzyloxy-3-pyridinyl)phenyl]-3,3-difluoro-2,6-dihydropyridine-1-carboxylic acid tert-butyl ester C(C)(C)(C)OC(=O)N1CC(C(=CC1)C1=CC=C(C=C1)C=1C(=NC(=CC1)OCC1=CC=CC=C1)OCC1=CC=CC=C1)(F)F